Bis(2,5-dioxopyrrolidin-1-yl)8,14-dioxo-4,11,18-trioxa-7,15-diazahenicosanedioate O=C1N(C(CC1)=O)N(C(CCOCCC(N(CCOCCC(=O)[O-])N1C(CCC1=O)=O)=O)=O)CCOCCC(=O)[O-]